5-methoxy-1-(2-(methylsulfanyl)pyrimidin-4-yl)-1H-indazole COC=1C=C2C=NN(C2=CC1)C1=NC(=NC=C1)SC